CN1C=2N(C=3N=C(N=CC13)NC=1C(=CC=3N(C1)N=CN3)C)C3(CN2)CCC(CC3)=O 5'-methyl-2'-((7-methyl-[1,2,4]-triazolo[1,5-a]pyridin-6-yl)amino)-5',7'-dihydrospiro[cyclohexane-1,8'-imidazo[1,2-e]purine]-4-one